COC1=CC=C(C(C2=CC=C(C=C2)OC)(C2=CC=CC=C2)OC[C@@H]2[C@H]([C@H]([C@@H](O2)N2C=NC=3C(=O)NC(NC(C(C)C)=O)=NC23)OC)O)C=C1 5'-O-(4,4'-dimethoxytrityl)-N2-isobutyryl-2'-O-methylguanosine